tert-butyl (R)-3-((3-chloro-6-((1-ethyl-1H-pyrazol-4-yl)amino)-1-((2-(trimethylsilyl)ethoxy)methyl)-1H-pyrazolo[3,4-d]pyrimidin-4-yl)oxy)piperidine-1-carboxylate ClC1=NN(C2=NC(=NC(=C21)O[C@H]2CN(CCC2)C(=O)OC(C)(C)C)NC=2C=NN(C2)CC)COCC[Si](C)(C)C